piperidine-3-carboxylic acid (1-phenyl-cyclopropyl)-amide C1(=CC=CC=C1)C1(CC1)NC(=O)C1CNCCC1